2-(2-(4-amino-6,7-difluorio-9H-pyrimido[4,5-b]indol-9-yl)acetyl)-N-(6-bromopyridin-2-yl)-5-methyl-2-azabicyclo[3.1.0]hexane-3-carboxamide NC1=NC=NC=2N(C3=CC(=C(C=C3C21)F)F)CC(=O)N2C1CC1(CC2C(=O)NC2=NC(=CC=C2)Br)C